sodium N-ethyl-N-(2-hydroxy-3-sulfopropyl)-3-methylaniline C(C)N(C1=CC(=CC=C1)C)CC(CS(=O)(=O)O)O.[Na]